1-(7-Chloroisoquinolin-4-yl)-3-(4-methoxybenzyl)dihydropyrimidine-2,4(1H,3H)-dione ClC1=CC=C2C(=CN=CC2=C1)N1C(N(C(CC1)=O)CC1=CC=C(C=C1)OC)=O